O=C1NCCC1COC=1C=CC=C2C=C(NC12)C=O 7-((2-Oxopyrrolidin-3-yl)methoxy)-1H-indole-2-carbaldehyde